1,2-Bis(tert-butyl-imino)ethan C(C)(C)(C)N=CC=NC(C)(C)C